C(C1=CC=CC=C1)(=O)ON=C(C(=O)C1=CC=C(C=C1)SC1=CC=CC=C1)CCCCCC 1-(4-phenylsulfanylphenyl)-1,2-octanedione-2-(O-benzoyloxime)